7-(8-ethyl-7-fluoro-3-(methoxymethoxy)naphthalen-1-yl)-2-(((cis)-3-(methoxymethyl)tetrahydro-1H-pyrrolizin-7a(5H)-yl)methoxy)-5,6,7,8-tetrahydropyrido[3,4-d]pyrimidin-4-ol C(C)C=1C(=CC=C2C=C(C=C(C12)N1CC=2N=C(N=C(C2CC1)O)OC[C@@]12CCCN2[C@@H](CC1)COC)OCOC)F